C(C)(=O)[C@@]1(CC=2C(=C3C(C=4C=CC=C(C4C(C3=C(C2[C@H](C1)O[C@H]1O[C@H]([C@H]([C@H](C1)N)OC(C)=O)C)OC(C)=O)=O)OC)=O)OC(C)=O)OC(C)=O (8S,10S)-8-acetyl-10-[(2S,4S,5S,6S)-4-amino-5-acetoxy-6-methyl-oxan-2-yl]oxy-6,8,11-triacetoxy-1-methoxy-9,10-dihydro-7H-tetracene-5,12-dione